FC(S(=O)(=O)OC[C@H]1C([C@H]1CN1C(C2=CC=CC=C2C1=O)=O)(F)F)(F)F |o1:7,9| ((1S*,3R*)-3-((1,3-dioxoisoindolin-2-yl)methyl)-2,2-difluorocyclopropyl)methyl trifluoromethanesulfonate